(S)-(+)-Dimethyl (3-methyl-2-oxohept-5-yn-1-yl)phosphonate C[C@H](C(CP(OC)(OC)=O)=O)CC#CC